O[C@]12CC[C@H]3[C@@H]4CC[C@H]([C@@H](C(C(C(=O)O)(O)O)(O)O)C)[C@]4(CC[C@@H]3[C@]2(CCCC1)C)C 5α-hydroxytetrahydroxycholanoic acid